2-bromo-9-(n-hexyloxy)anthracene tert-butyl-3-(6-hydroxy-3-quinolyl)-1-oxa-8-azaspiro[4.5]decane-8-carboxylate C(C)(C)(C)OC(=O)N1CCC2(CC(CO2)C=2C=NC3=CC=C(C=C3C2)O)CC1.BrC1=CC2=C(C3=CC=CC=C3C=C2C=C1)OCCCCCC